FC(C12CC(C1)(C2)C2=NOC(=C2)N)(F)F 3-(3-(trifluoromethyl)bicyclo[1.1.1]pent-1-yl)isoxazol-5-amine